(3-Chloropyridin-2-yl)(3-(2'-cyclopropyl-3-(hydroxymethyl)biphenyl-4-yl)pyrrolidin-1-yl)methanone ClC=1C(=NC=CC1)C(=O)N1CC(CC1)C1=C(C=C(C=C1)C1=C(C=CC=C1)C1CC1)CO